C[C@]1(C2=C(NC=3N=CC(=CC13)CC(F)(F)F)CC(CC2=O)(C)C)C2=CC=CC=C2 (5S)-5,8,8-trimethyl-5-phenyl-3-(2,2,2-trifluoroethyl)-9,10-dihydro-7H-benzo[b][1,8]naphthyridin-6-one